FC=1C(=CC=C(C1)S(=O)(=O)N)N(C1=NC=CC=N1)N1CC(OC2(CCC2)C1)CO 5-fluoro-4-[(6-(hydroxymethyl)-5-oxa-8-azaspiro[3.5]nonan-8-yl)pyrimidin-2-ylamino]benzenesulfonamide